ClC1=C(C=CC=C1)[C@H]1CC[C@H](N1C(=O)C1=CC(=C(C=C1)C1=C(C=CC=C1)OC)F)C(=O)O (2S,5R)-5-(2-chlorophenyl)-1-(2-fluoro-2'-methoxy-[1,1'-biphenyl]-4-carbonyl)pyrrolidine-2-carboxylic acid